N,N-dimethyl-alpha-methylbenzylamine CN(C)C(C1=CC=CC=C1)C